N-[2-[2-[2-(2-azidoethoxy)ethoxy]ethoxy]ethyl]-4-(4-methoxyphenyl)butanamide N(=[N+]=[N-])CCOCCOCCOCCNC(CCCC1=CC=C(C=C1)OC)=O